C1NCC12C(NCC2)=O 2,6-diazaspiro[3.4]Octane-5-one